6-isoquinolylmethanol C1=NC=CC2=CC(=CC=C12)CO